2-bromo-5-(bromomethyl)-1,3-thiazole BrC=1SC(=CN1)CBr